COC1=CC=C(C=C1)CN1N=CC(=C1)C1=NC=CC=C1B(O)O [2-[1-[(4-methoxyphenyl)methyl]pyrazol-4-yl]-3-pyridinyl]boronic acid